[Si](C)(C)(C(C)(C)C)OCCN1C[C@]2(CN=C(O2)N2[C@H](C3=CC=CC=C3CC2)C2=CC=C(C=C2)F)CC1 (S)-7-(2-((tert-butyldimethylsilyl)oxy)ethyl)-2-((S)-1-(4-fluorophenyl)-3,4-dihydroisoquinolin-2(1H)-yl)-1-oxa-3,7-diazaspiro[4.4]non-2-ene